butyl 4-(6-((4-(4-(1-((tert-butoxycarbonyl)amino)ethyl)-8-fluoroquinolin-6-yl)-5-fluoropyrimidin-2-yl)amino)pyridin-3-yl)piperazine-1-carboxylate C(C)(C)(C)OC(=O)NC(C)C1=CC=NC2=C(C=C(C=C12)C1=NC(=NC=C1F)NC1=CC=C(C=N1)N1CCN(CC1)C(=O)OCCCC)F